ethylCyclohexanone C(C)C1C(CCCC1)=O